C1(CCC1)C1=NN(C(=C1C(F)(F)F)C(=O)OC)CC1(CC(C1)(F)F)C Methyl 3-cyclobutyl-1-((3,3-difluoro-1-methylcyclobutyl)methyl)-4-(trifluoromethyl)-1H-pyrazole-5-carboxylate